(1R,4s)-4-(8-(4-chloro-2,6-difluorophenylamino)-2-((S)-1-hydroxypropan-2-ylamino)-9H-purin-9-yl)-1-methylcyclohexanecarboxamide ClC1=CC(=C(C(=C1)F)NC=1N(C2=NC(=NC=C2N1)N[C@H](CO)C)C1CCC(CC1)(C(=O)N)C)F